(S)-tert-Butyl ((6-(2,2'-dichloro-3'-(3-formyl-4-oxo-4H-pyrido[1,2-a]pyrimidin-8-yl)-[1,1'-biphenyl]-3-yl)-2-methoxypyridin-3-yl)methyl)((5-oxopyrrolidin-2-yl)methyl)carbamate ClC1=C(C=CC=C1C1=CC=C(C(=N1)OC)CN(C(OC(C)(C)C)=O)C[C@H]1NC(CC1)=O)C1=C(C(=CC=C1)C1=CC=2N(C(C(=CN2)C=O)=O)C=C1)Cl